3-bromo-5-ethyl-1-[4-(trifluoromethyl)phenyl]pyrazole BrC1=NN(C(=C1)CC)C1=CC=C(C=C1)C(F)(F)F